(S)-2-[1-(3-ethoxy-4-methoxyphenyl)-2-methanesulfonylethyl]-4-acetylaminoisoindole C(C)OC=1C=C(C=CC1OC)[C@@H](CS(=O)(=O)C)N1C=C2C=CC=C(C2=C1)NC(C)=O